(R,E)-N-(3-(4-chloro-3-fluorophenoxy)propylidene)-2-methylpropane-2-sulfinamide ClC1=C(C=C(OCC\C=N\[S@](=O)C(C)(C)C)C=C1)F